[Rh+].F[B-](F)(F)F.C1=CC=CCCCC1 (cyclooctaneDiene) tetrafluoroborate rhodium (I)